OCC1CN(C1)C(=O)NC=1SC=C(N1)[C@](C)(C#C)C1=CC=C(C=C1)OC (R)-3-(hydroxymethyl)-N-(4-(2-(4-methoxyphenyl)but-3-yn-2-yl)thiazol-2-yl)azetidine-1-carboxamide